CO[Si](CCCCCCCCCC(O)=O)(OC)OC 10-trimethoxysilyl-capric acid